5-Fluoro-6-morpholino-4-(piperazin-1-yl)-N-(5-(trifluoromethyl)pyridin-2-yl)pyridin-2-amine FC=1C(=CC(=NC1N1CCOCC1)NC1=NC=C(C=C1)C(F)(F)F)N1CCNCC1